O=C1C=CC(CC1OC(C)=O)OC(C)=O 3-oxo-4,6-diacetoxy-1-cyclohexene